C(#N)C1=NC2=CC(=CC(=C2N=C1N1C(CC(C1)F)C(=O)N1CCOCC1)[C@@H](C)NC1=C(C(=O)O)C=CC=C1)C 2-(((1R)-1-(2-cyano-3-(4-fluoro-2-(morpholine-4-carbonyl)pyrrolidin-1-yl)-7-methylquinoxalin-5-yl)ethyl)-amino)benzoic acid